FC1(CCC(CC1)CN1C(=NOC1=O)CC1=C(C=CC=C1)C(F)(F)F)F 4-[(4,4-difluorocyclohexyl)methyl]-3-{[2-(trifluoromethyl)phenyl]methyl}-4,5-dihydro-1,2,4-oxadiazol-5-one